4-((14-((2-(2,6-dioxopiperidin-3-yl)-1,3-dioxoisoindolin-4-yl)amino)-3,6,9,12-tetraoxatetradecyl)oxy)-N-((1,2,3,5,6,7-hexahydro-s-indacen-4-yl)carbamoyl)benzenesulfonamide O=C1NC(CCC1N1C(C2=CC=CC(=C2C1=O)NCCOCCOCCOCCOCCOC1=CC=C(C=C1)S(=O)(=O)NC(NC1=C2CCCC2=CC=2CCCC12)=O)=O)=O